2-Acetamido-2,6-dideoxy-L-mannopyranose C(C)(=O)N[C@H]1C(O)O[C@H]([C@@H]([C@H]1O)O)C